1-{3-[(pyridin-3-yl)methoxy]pyridin-2-yl}-1H-pyrazole-4-carboxylic acid ethyl ester C(C)OC(=O)C=1C=NN(C1)C1=NC=CC=C1OCC=1C=NC=CC1